(4-bromo-5-methylthiophen-2-yl)methanol BrC=1C=C(SC1C)CO